1-(4-(4,4-Dimethylpiperidin-1-yl)phenyl)-5,7-difluoro-1H-benzo[d]imidazol-6-ol CC1(CCN(CC1)C1=CC=C(C=C1)N1C=NC2=C1C(=C(C(=C2)F)O)F)C